COC=1C=CC(=C(C1)C1=CC=2C(=NC(=NC2)S(=O)(=O)C)N2C1=NC=N2)C 4-(5-methoxy-2-methylphenyl)-8-(methylsulfonyl)-[1,2,4]triazolo[1',5':1,6]pyrido[2,3-d]pyrimidine